CC1=NC=C(N1C)C=1NC(=NN1)[C@@H]1C[C@@H](CCC1)N(C(C1=CC(=CC=C1)C(F)(F)F)=O)C N-[(1R,3S)-3-[5-(2,3-dimethylimidazol-4-yl)-4H-1,2,4-triazol-3-yl]cyclohexyl]-N-methyl-3-(trifluoromethyl)benzamide